7-Bromo-8-fluoro-4-((1S,7R,8S)-8-fluoro-2-azabicyclo[5.1.0]octan-2-yl)-2-(((2R,7aS)-2-fluorotetrahydro-1H-pyrrolizin-7a(5H)-yl)methoxy-d2)pyrido[4,3-d]pyrimidine BrC1=C(C=2N=C(N=C(C2C=N1)N1[C@@H]2[C@H]([C@@H]2CCCC1)F)OC([2H])([2H])[C@]12CCCN2C[C@@H](C1)F)F